C([C@@H]1[C@@H]([C@@H]([C@H]([C@@H](O1)O)O)O[C@@H]2[C@@H]([C@H]([C@H]([C@H](O2)CO)O[C@H]3[C@@H]([C@H]([C@H]([C@H](O3)CO)O)O)O)O)O)O)O The molecule is a beta-D-Galp-(1->4)-alpha-D-Galp-(1->3)-D-Galp in which the carbon bearing the anomeric hydroxy group has beta- configuration. It derives from a beta-D-Galp-(1->4)-alpha-D-Galp and an alpha-D-Galp-(1->3)-beta-D-Galp.